1-hydroxy-ethanesulfinic acid sodium salt [Na+].OC(C)S(=O)[O-]